4-(5-((tert-Butoxycarbonyl)amino)thiazol-2-yl)-3,6-dihydropyridine-1(2H)-carboxylic acid tert-butyl ester C(C)(C)(C)OC(=O)N1CCC(=CC1)C=1SC(=CN1)NC(=O)OC(C)(C)C